C(C)(C)NC1=NC2=C(C=CC=C2C(=N1)C=1N=NN(C1)CC1=CC=CC(=N1)C(C)(C)O)OC 2-[6-({4-[2-(isopropylamino)-8-methoxy-4-quinazolinyl]-1H-1,2,3-triazol-1-yl}methyl)-2-pyridinyl]-2-propanol